C(C)OC(=O)C1(NCC(=N1)CC)CC bis(1-ethyl)2,5-dihydro-imidazole-2-carboxylic acid ethyl ester